ethyl (3-amino-1,1-dimethylpropyl)carbamate NCCC(C)(C)NC(OCC)=O